BrCC(=O)C1=C(C=CC(=C1)[N+](=O)[O-])OC(F)F 2-bromo-1-(2-(difluoromethoxy)-5-nitrophenyl)ethanone